5,7-dihydroimidazo[4,5-f]indazol-6(1H)-one N1N=CC2=CC3=C(C=C12)NC(N3)=O